FC=1C=C(C=CC1F)N1C2=C(C=3C(=CC=CC13)O)C1(OCC2(C)C)CC(C1)OC(C(=O)O)C 2-(((1S,3S)-5'-(3,4-difluorophenyl)-9'-hydroxy-4',4'-dimethyl-4',5'-dihydro-3'H-spiro[cyclobutane-1,1'-pyrano[4,3-b]indol]-3-yl)oxy)propanoic acid